(3-(2-hydroxyethoxy)benzyl)-N5-((1R,2R)-2-(hydroxymethyl)cyclopropyl)-N3-methyl-2-oxo-1,2-dihydropyridine-3,5-dicarboxamide OCCOC=1C=C(CN2C(C(=CC(=C2)C(=O)N[C@H]2[C@@H](C2)CO)C(=O)NC)=O)C=CC1